COC(C1=CC(=C(C(=C1)F)CCl)F)=O 4-(chloromethyl)-3,5-difluoro-benzoic acid methyl ester